CN1C(=NN=C1)S[C@@H](C)C=1C=C(C=CC1)N1N=NC(=C1)C=1C=C(C(=O)O)C=CC1 (S)-3-(1-(3-(1-(4-methyl-4H-1,2,4-triazol-3-ylthio)ethyl)phenyl)-1H-1,2,3-triazol-4-yl)benzoic acid